2-(2-methylthiazol-5-yl)-5-(trifluoromethyl)-1,3,4-oxadiazole CC=1SC(=CN1)C=1OC(=NN1)C(F)(F)F